methyl (S)-4-(3-(4-((tert-butyldimethylsilyl) oxy) butan-2-yl)-6-chloroimidazo[1,5-a]pyrazin-1-yl)-1-ethyl-1H-pyrrole-2-carboxylate [Si](C)(C)(C(C)(C)C)OCC[C@H](C)C1=NC(=C2N1C=C(N=C2)Cl)C=2C=C(N(C2)CC)C(=O)OC